FC1=C(C(=CC=C1)OC)C1=C(C=NC(=C1)C)C(=O)NC=1SC(=NN1)OCC(C(F)(F)F)(C)C 4-(2-fluoro-6-methoxyphenyl)-6-methyl-N-(5-(3,3,3-trifluoro-2,2-dimethylpropoxy)-1,3,4-thiadiazol-2-yl)pyridine-3-carboxamide